(2R)-2-{5-[1-Cyclopropyl-5-methyl-3-(trifluoromethyl)-1H-pyrazol-4-yl]-1,2,4-oxadiazol-3-yl}-1,1-difluoro-6-azaspiro[2.5]octan-6-sulfonamid C1(CC1)N1N=C(C(=C1C)C1=NC(=NO1)[C@@H]1C(C12CCN(CC2)S(=O)(=O)N)(F)F)C(F)(F)F